C1(CC1)C1=CC(=NN1)NC1=NC(=NC2=CC=CC=C12)NC=1C=C2C=CNC2=CC1 N4-(5-cyclopropyl-1H-pyrazol-3-yl)-N2-(1H-indol-5-yl)quinazoline-2,4-diamine